2-(4-oxo-3,4-dihydrothieno[3,4-d]Pyridazin-1-yl)acetic acid tert-butyl ester C(C)(C)(C)OC(CC1=NNC(C=2C1=CSC2)=O)=O